rhenium-osmium [Os].[Re]